FC1=CC(=C(OC2=C(C=C(C=C2)C(C)(C)O)C=2C3=C(C(N(C2)C)=O)C=C(O3)C3=CN=C(N3)C3COCC3)C(=C1)C)C 7-(2-(4-fluoro-2,6-dimethylphenoxy)-5-(2-hydroxypropan-2-yl)phenyl)-5-methyl-2-(2-(tetrahydrofuran-3-yl)-1H-imidazol-5-yl)furo[3,2-c]pyridin-4(5H)-one